(Phenyl-d5)methyl-d2 ((S)-4-methyl-1-oxo-1-(((S)-1-oxo-3-((S)-2-oxopyrrolidin-3-yl)propan-2-yl)amino)pentan-2-yl)carbamate CC(C[C@@H](C(N[C@H](C=O)C[C@H]1C(NCC1)=O)=O)NC(OC([2H])([2H])C1=C(C(=C(C(=C1[2H])[2H])[2H])[2H])[2H])=O)C